tert-butyl (((1s,4s)-4-((3-(2,6-dioxopiperidin-3-yl)phenyl)amino)cyclohexyl)methyl)carbamate O=C1NC(CCC1C=1C=C(C=CC1)NC1CCC(CC1)CNC(OC(C)(C)C)=O)=O